FC=1C=C(C2=C(C=C(O2)C(=O)NC23CCC(CC2)(CC3)CO)C1)C1=C(C=CC=C1)OCC(F)(F)F 5-fluoro-N-[4-(hydroxymethyl)-1-bicyclo[2.2.2]octanyl]-7-[2-(2,2,2-trifluoroethoxy)phenyl]benzofuran-2-carboxamide